3-[4-[(4-fluoro-4-piperidyl)methyl]phenyl]piperidine-2,6-dione FC1(CCNCC1)CC1=CC=C(C=C1)C1C(NC(CC1)=O)=O